S(=O)(=O)([O-])[O-].O1CCN(CC1)CCC(=O)[O-].[NH2+]1CCOCC1.[NH2+]1CCOCC1.[NH2+]1CCOCC1 morpholinium 3-morpholinopropionate sulfate